C(C)(=O)CC(=O)[O-].C(C)CC(CC(=O)[O-])=O.C(C)CC(CC(=O)[O-])=O.[Al+3] aluminum bis(ethyl acetoacetate) mono(acetyl acetate)